C(C)(=O)C=1C=C(C=C2C(N(C=3N(C12)C=NC3C(=O)N(C)C)C)=O)C 9-Acetyl-N,N,4,7-tetramethyl-5-oxo-4,5-dihydroimidazo[1,5-a]quinazoline-3-carboxamide